4-[3-[6-cyano-5-(methyloxy)pyridin-3-yl]-5,5-dimethyl-4-oxo-2-thioxo-imidazolidin-1-yl]butyric acid isopropyl ester C(C)(C)OC(CCCN1C(N(C(C1(C)C)=O)C=1C=NC(=C(C1)OC)C#N)=S)=O